C(C)(C)(C)OC(N[C@H]1C[C@H](N(CC1)C(=O)N1CC(C(CC1)CN1C(C=C(C=C1)C1=CC=CC=C1)=O)(C)C)C1=CC=CC=C1)=O ((2S,4R)-1-(3,3-dimethyl-4-((2-oxo-4-phenylpyridin-1(2H)-yl)methyl)piperidine-1-carbonyl)-2-phenylpiperidin-4-yl)carbamic acid tert-butyl ester